FC(OC1=CC=C(C=C1)[C@H](C)NC(CN1N=NC2=C(C1=O)C(=CC=C2)OC)=O)F (S)-N-(1-(4-(difluoromethoxy)phenyl)ethyl)-2-(5-methoxy-4-oxo-benzo[d][1,2,3]triazin-3(4H)-yl)acetamide